6-(((5-Nitro-6-nitrobenzo[d]oxazol-2-yl)methyl)thio)-1-phenyl-1,5-dihydro-4H-pyrazolo[3,4-d]pyrimidin-4-on [N+](=O)([O-])C=1C(=CC2=C(N=C(O2)CSC=2NC(C3=C(N2)N(N=C3)C3=CC=CC=C3)=O)C1)[N+](=O)[O-]